C1(CC1)C=1C(=NSC1C(=O)NC=1C=NC(=C(C1)C)N1N=NC=C1)C1=CC=CC=C1 4-CYCLOPROPYL-N-(5-METHYL-6-(1H-1,2,3-TRIAZOL-1-YL)PYRIDIN-3-YL)-3-PHENYLISOTHIAZOLE-5-CARBOXAMIDE